(S)-N-{(S)-1-[2-(benzo[d]isoxazol-3-yl)phenyl]-2-[6-((R)-3-hydroxylpyrrolidin-1-yl)pyridine-2-yl]ethyl}propane-2-sulfinamide O1N=C(C2=C1C=CC=C2)C2=C(C=CC=C2)[C@H](CC2=NC(=CC=C2)N2C[C@@H](CC2)O)N[S@@](=O)C(C)C